N-tert-butyloxycarbonyl-3-((dimethylamino)methyl)-4-piperidone C(C)(C)(C)OC(=O)N1CC(C(CC1)=O)CN(C)C